NC1=C(C=CC=C1C(C)C)C(C)C 4-amino-3,5-diisopropylbenzene